((2R,3R,4R,5R)-4-acetoxy-5-(6-chloro-4-((3aR,6aS)-hexahydrocyclopenta[c]pyrrol-2(1H)-yl)-1H-pyrazolo[3,4-d]pyrimidin-1-yl)-3-ethyl-3-hydroxytetrahydrofuran-2-yl)methyl benzoate C(C1=CC=CC=C1)(=O)OC[C@H]1O[C@H]([C@@H]([C@@]1(O)CC)OC(C)=O)N1N=CC=2C1=NC(=NC2N2C[C@@H]1[C@H](C2)CCC1)Cl